NC1=C(C=2OC[C@@H]3N(C2N=C1)CCN(C3)C(=O)OC(C)(C)C)C#N tert-butyl (R)-3-amino-4-cyano-6a,7,9,10-tetrahydropyrazino[1,2-d]pyrido[3,2-b][1,4]oxazine-8(6H)-carboxylate